FC(COC1=NC=CC(=C1)CNC(=O)N[C@H]1C[C@H](CC1)C(F)(F)F)CF |r| 1-[[2-(2,3-difluoropropoxy)pyridin-4-yl]methyl]-3-[rac-(1R,3S)-3-(trifluoro-methyl)cyclopentyl]urea